FC(C1=C(C=CC(=O)O)C=CC=C1)(F)F o-trifluoromethyl-cinnamic acid